C(C)C=1C(=NNC1NC(C=C)=O)C1=CC=NC=C1 N-(4-ethyl-3-(pyridin-4-yl)-1H-pyrazol-5-yl)propenamide